N-cyclopropyl-4-[2-(morpholin-4-yl)-8-(1H-pyrazol-5-yl)-1,7-naphthyridin-4-yl]benzamide C1(CC1)NC(C1=CC=C(C=C1)C1=CC(=NC2=C(N=CC=C12)C1=CC=NN1)N1CCOCC1)=O